C(C)(C)(C)[Si](C)(C)OC1=CC=C(C=C1)C1CCC2(CC2(F)F)CC1 tert-butyl-(4-(1,1-difluorospiro[2.5]oct-6-yl)phenoxy)dimethylsilane